(R)-3-((3-(4-amino-2-hydroxypyrido[3,2-d]pyrimidin-6-yl)phenyl)ethynyl)-3-hydroxy-1-methylpyrrolidin-2-one NC=1C2=C(N=C(N1)O)C=CC(=N2)C=2C=C(C=CC2)C#C[C@]2(C(N(CC2)C)=O)O